C(#N)C1=CC(=C(C=C1)S(=O)(=O)NC=1C(=NN(C1C(=O)N[C@@H](C)C(C)(C)C)C)C1=CC=C(C=C1)F)F (S)-4-((4-cyano-2-fluorophenyl)sulfonamido)-N-(3,3-dimethylbutan-2-yl)-3-(4-fluorophenyl)-1-methyl-1H-pyrazole-5-carboxamide